BrC1=CC=2[C@@H]3[C@H](N(C(C2C=C1)=O)CC(=O)NC1=NC=C(C=N1)F)C3 2-(cis-6-bromo-3-oxo-1a,7b-dihydro-1H-cyclopropa[c]isoquinolin-2-yl)-N-(5-fluoropyrimidin-2-yl)acetamide